2,6-bis(2,4,6-triisopropylphenyl)phenylphosphine Benzyl-2-bromoacetate C(C1=CC=CC=C1)OC(CBr)=O.C(C)(C)C1=C(C(=CC(=C1)C(C)C)C(C)C)C1=C(C(=CC=C1)C1=C(C=C(C=C1C(C)C)C(C)C)C(C)C)P